methyl N-[5-[6-[(4-fluoro-3-methyl-phenyl)-methyl-carbamoyl]-8-methyl-imidazo[1,2-a]pyrazin-3-yl]-2-pyridyl]carbamate FC1=C(C=C(C=C1)N(C(=O)C=1N=C(C=2N(C1)C(=CN2)C=2C=CC(=NC2)NC(OC)=O)C)C)C